C(C)(=O)N[C@H]1CN(CCC1)C=1N=NC(=C(N1)NC1=CC=C(C=C1)C1CCN(CC1)CC1CN(CC1)C=1C=C2C(N(C(C2=CC1)=O)C1C(NC(CC1)=O)=O)=O)C(=O)N 3-((R)-3-Acetamidopiperidin-1-yl)-5-((4-(1-((1-(2-(2,6-dioxopiperidine-3-yl)-1,3-dioxoisoindoline-5-yl)pyrrolidin-3-yl)methyl)piperidin-4-yl)phenyl)amino)-1,2,4-Triazine-6-carboxamide